ClC=1N=C(C2=C(N1)C=CO2)NCC2=C(C=C(C=C2)N2N=C(C=C2C)C(F)(F)F)OC 2-chloro-N-(2-methoxy-4-(5-methyl-3-(trifluoromethyl)-1H-pyrazol-1-yl)benzyl)furo[3,2-d]pyrimidin-4-amine